(R)-4-(1-(4-((4'-carbamoyl-6-hydroxy-[1,1'-biphenyl]-3-yl)methyl)morpholine-3-carboxamido)cyclopropyl)benzoic acid C(N)(=O)C1=CC=C(C=C1)C1=CC(=CC=C1O)CN1[C@H](COCC1)C(=O)NC1(CC1)C1=CC=C(C(=O)O)C=C1